S1N=CC(=C1)NC(=O)C=1C(=CC=2N(C1)C=C(N2)C2CCOCC2)OC N-isothiazol-4-yl-7-methoxy-2-tetrahydropyran-4-yl-imidazo[1,2-a]pyridine-6-carboxamide